2-[1-[6-Methyl-2-(2-methylimidazo[1,2-a]pyridin-7-yl)-4-oxo-chromen-8-yl]ethylamino]benzoic acid CC=1C=C2C(C=C(OC2=C(C1)C(C)NC1=C(C(=O)O)C=CC=C1)C1=CC=2N(C=C1)C=C(N2)C)=O